CC=1N=CSC1N 4-methyl-1,3-thiazol-5-amine